pyridinium cycloundecan-5,7-dione HCl Cl.C1CCCC(CC(CCCC1)=O)=O.[NH+]1=CC=CC=C1